CC1=NC2=C(N1)C=C(C=C2C(=O)O)C2=CC=C(C=C2)C2=CC(=CC=C2)CN2CCCCC2 2-methyl-6-(3'-(piperidin-1-ylmethyl)-[1,1'-biphenyl]-4-yl)-1H-benzo[d]imidazole-4-carboxylic acid